BrC1=C(C=C(C=C1)N1CCOCC1)Cl 4-(4-bromo-3-chloro-phenyl)morpholine